3-(4-methylphenyl)isoxazol CC1=CC=C(C=C1)C1=NOC=C1